FC1=C2C(=CNC2=CC=C1)C(=O)O 4-fluoro-1H-indole-3-carboxylic acid